OC1(COC1)C1=CC=C(C=C1)C[C@@H]1CC[C@H](CC1)C(=O)O trans-4-[[4-(3-hydroxyoxetan-3-yl)phenyl]methyl]cyclohexanecarboxylic acid